C(C)(=O)OC1=CC=C(C=C1)NC(C)=O para-acetamidophenol acetate